C(#N)CC(=O)OCCCOCCCOC methoxypropoxypropyl cyanoacetate